5-(cyclopentylcarbonyl)-3-cyclopropyl-8-fluoro-N-[6-(4-isopropyl-4H-1,2,4-triazol-3-yl)pyridin-2-yl]-5,6-dihydro-4H-benzo[f]imidazo[1,5-a][1,4]diazepine-9-carboxamide C1(CCCC1)C(=O)N1CC=2N(C3=C(C1)C=C(C(=C3)C(=O)NC3=NC(=CC=C3)C3=NN=CN3C(C)C)F)C=NC2C2CC2